C(C=C)(=O)OCCC/C(/C(=O)O)=C/C(=O)O acryloyloxypropyl-maleic acid